3-((1R)-1-((7-(3,6-diazabicyclo[3.1.1]heptan-3-yl)-4-methylpyrido[3,4-d]pyridazin-1-yl)amino)ethyl)-2-methylbenzene cyanide [C-]#N.C12CN(CC(N1)C2)C2=CC=1C(=C(N=NC1N[C@H](C)C=1C(=CC=CC1)C)C)C=N2